ClC=1C=C(C=CC1)C=1N(C(=C(N1)C)C(=O)O)O (3-chlorophenyl)-1-hydroxy-4-methyl-1H-imidazole-5-carboxylic acid